CS(=O)(=O)OC(COCC1=CC=CC=C1)CN(S(=O)(=O)C)CC1=CC=CC=C1 [1-[[benzyl (methylsulfonyl) amino] methyl]-2-benzyloxy-ethyl] methanesulfonate